6-(5-(2-(((3-iodo-1-methyl-6,7-dihydro-5H-cyclopenta[c]pyridin-6-yl)methyl)amino)ethyl)-2-oxooxazolidin-3-yl)-4-(4-methoxybenzyl)-2H-pyrido[3,2-b][1,4]oxazin-3(4H)-one IC1=CC2=C(C(=N1)C)CC(C2)CNCCC2CN(C(O2)=O)C=2C=CC=1OCC(N(C1N2)CC2=CC=C(C=C2)OC)=O